FC1([C@@H](CN(CC1)C1=NC2=C(N1)C=C(C=C2)F)NC(OC(C)(C)C)=O)F (R)-tert-butyl (4,4-difluoro-1-(6-fluoro-1H-benzo[d]imidazol-2-yl)piperidin-3-yl)carbamate